((1r,4r)-4-cyclopropylcyclohexyl)methanol tert-butyl-((2-(azetidin-1-ylsulfonyl)-4-(hydroxymethyl)phenoxy)methyl)piperidine-1-carboxylate C(C)(C)(C)C1(N(CCCC1)C(=O)OCC1CCC(CC1)C1CC1)COC1=C(C=C(C=C1)CO)S(=O)(=O)N1CCC1